(6-bromo-4-fluoro-1H-benzo[d]imidazol-1-yl)-2-methylpropan-2-ol BrC=1C=C(C2=C(N(C=N2)CC(C)(O)C)C1)F